3-cyclopropyl-6-{[3-(2,3-dichloro-6-fluorophenyl)azetidin-3-yl]amino}quinazolin-4-one C1(CC1)N1C=NC2=CC=C(C=C2C1=O)NC1(CNC1)C1=C(C(=CC=C1F)Cl)Cl